C1(=C(C(=C(C(=C1N)[N+](=O)[O-])[N+](=O)[O-])[N+](=O)[O-])N)N triaminotrinitrobenzene